4-(4-isocyanatophenyl)morpholine N(=C=O)C1=CC=C(C=C1)N1CCOCC1